tert-butyl (1-(6-amino-5-((3-aminophenyl)thio)pyrazin-2-yl)-4-methylpiperidin-4-yl)carbamate NC1=C(N=CC(=N1)N1CCC(CC1)(C)NC(OC(C)(C)C)=O)SC1=CC(=CC=C1)N